ClC1=NC=C(C(=N1)OCC1=CC=C(C=C1)C=1N(C=C(N1)C(F)(F)F)C)OCF 2-chloro-5-(fluoromethoxy)-4-((4-(1-methyl-4-(trifluoromethyl)-1H-imidazol-2-yl)benzyl)oxy)pyrimidine